FC=1C=C(C(=O)O)C=CC1NC(C(C1=CC=2C(CCC(C2C=C1)(C)C)(C)C)O)=O 3-fluoro-4-[2-hydroxy-2-(5,5,8,8-tetramethyl-5,6,7,8-tetrahydro-naphthalen-2-yl)-acetylamino]benzoic acid